5-(1-acetoxy-2,2,2-trifluoroethyl-7-(thiazol-2-yl)benzo[d]oxazol-2-yl)-3,8-diazabicyclo[3.2.1]octane-8-carboxylate C(C)(=O)OC(C(F)(F)F)C1=CC=C(C2=C1N=C(O2)C21CNCC(CC2)N1C(=O)[O-])C=1SC=CN1